tert-Butyl 4-(6-chloro-7-(5-methyl-1H-indazol-4-yl)cinnolin-4-yl)piperazine-1-carboxylate ClC=1C=C2C(=CN=NC2=CC1C1=C2C=NNC2=CC=C1C)N1CCN(CC1)C(=O)OC(C)(C)C